1,4-bis(4-hydroxyphenyl)-1-cyclohexene OC1=CC=C(C=C1)C1=CCC(CC1)C1=CC=C(C=C1)O